N(=[N+]=[N-])C(COCCOCCOCCNCCN(CCNC(CCCCCCCCCCCCCCCCCCCCC(=O)O)=O)CCNC(CCCCCCCCCCCCCCCCCCCCC(=O)O)=O)=O 1-azido-15-(2-(21-carboxyhenicosanamido)ethyl)-l-1,19-dioxo-3,6,9-trioxa-12,15,18-triazatetracontan-40-oic acid